FC1=CC=C(CCNC(\C(=C\CCCCC(=O)NO)\COC2=CC=CC3=CC=CC=C23)=O)C=C1 (E)-N1-(4-fluorophenethyl)-N8-hydroxy-2-((naphthalen-1-yloxy)methyl)octenediamide